N1=NN=CC2=C1N=CO2 oxazolo[4,5-d]-1,2,3-triazine